FC1=C(C=C(C=C1)F)[C@@H]1N(CCC1)C1=NC=2N(C=C1)N=C(C2NC(=O)N[C@H]2[C@@H](C2)O)F 1-(5-((R)-2-(2,5-difluorophenyl)pyrrolidin-1-yl)-2-fluoropyrazolo[1,5-a]pyrimidin-3-yl)-3-((1R,2R)-2-hydroxycyclopropyl)urea